FC(N1N=CC(=C1)C1=NN=C(O1)C=O)F (5-(1-(difluoromethyl)-1H-pyrazol-4-yl)-1,3,4-oxadiazol-2-yl)methanone